ethyl 1-(4-methoxyphenyl)-7-oxo-6-(4-(2-oxopiperidin-1-yl) phenyl)-4,5,6,7-tetrahydro-1H-pyrazolo[3,4-c]pyridine-3-carboxylate COC1=CC=C(C=C1)N1N=C(C2=C1C(N(CC2)C2=CC=C(C=C2)N2C(CCCC2)=O)=O)C(=O)OCC